CC1([C@H](C1)C(=O)N1CC2(C1)CN(C[C@H]2C(=O)OC)C(=O)OCC2C1=CC=CC=C1C=1C=CC=CC21)C 6-((9H-fluoren-9-yl)methyl) 8-methyl (S)-2-((S)-2,2-dimethylcyclopropane-1-carbonyl)-2,6-diazaspiro[3.4]octane-6,8-dicarboxylate